ClC=1C=C(CCN2C[C@H](CCC2)CCC2=CC=C(C=C2)S(=O)(=O)C)C=CC1 |o1:8| (S) or (R)-1-(3-chlorophenethyl)-3-(4-(methylsulfonyl)phenethyl)piperidine